[Si](C)(C)(C(C)(C)C)O[C@H]1[C@](C[C@H]2[C@H]1OC(OC(OC2)(C(C)C)C(C)C)(C(C)C)C(C)C)(C#N)N2C(NC(C=C2)=O)=O (6aR,8S,9S,9aR)-9-((tert-Butyldimethylsilyl)oxy)-8-(2,4-dioxo-3,4-dihydropyrimidin-1(2H)-yl)-2,2,4,4-tetraisopropylhexahydrocyclopenta[f][1,3,5]trioxocine-8-carbonitrile